N[C@@H]1CN(CC1)C (S)-3-amino-1-methyl-pyrrolidine